N-methyl-1-(4-(trifluoromethyl)phenyl)-1H-indazole-5-sulfonamide CNS(=O)(=O)C=1C=C2C=NN(C2=CC1)C1=CC=C(C=C1)C(F)(F)F